CC=1N=CC(=NC1)N1C[C@H](CCC1)NCC1=CC(=NC=C1)C (3S)-1-(5-methylpyrazin-2-yl)-N-[(2-methylpyridin-4-yl)methyl]piperidin-3-amine